1-tert-Butyl 3-methyl (6S)-4-hydroxy-6-(2,5-difluorophenyl)-1,2,5,6-tetrahydropyridine-1,3-dicarboxylate OC1=C(CN([C@@H](C1)C1=C(C=CC(=C1)F)F)C(=O)OC(C)(C)C)C(=O)OC